C(C)(C)(C)OC(=O)N1[C@@H]2[C@@H]([C@@H](C[C@H]1CC2)N(C=2N=NC(=CN2)C2=CC=1C(=CN=CC1)S2)C)F (1S,2R,3R,5R)-2-fluoro-3-(methyl-(6-(thieno[2,3-c]pyridin-2-yl)-1,2,4-triazin-3-yl)amino)-8-azabicyclo[3.2.1]octane-8-carboxylic acid tert-butyl ester